N[C@H]1CS(C2=C(N(C1=O)CC1=CC=C(C=C1)OC1CCCC1)C=C(C(=C2)F)C2=NOC(=N2)C2CN(CC2)C(=O)OC)(=O)=O methyl 3-[3-[(3R)-3-amino-5-[[4-(cyclopentoxy)phenyl]methyl]-8-fluoro-1,1,4-trioxo-2,3-dihydro-1lambda6,5-benzothiazepin-7-yl]-1,2,4-oxadiazol-5-yl]pyrrolidine-1-carboxylate